Tert-butyl (S)-(2-(4-(1-(3-(cyanomethyl)-1-(ethylsulfonyl)azetidin-3-yl)-1H-pyrazol-4-yl)-7H-pyrrolo[2,3-d]pyrimidin-7-yl)-2-oxo-1-phenylethyl)carbamate C(#N)CC1(CN(C1)S(=O)(=O)CC)N1N=CC(=C1)C=1C2=C(N=CN1)N(C=C2)C([C@H](C2=CC=CC=C2)NC(OC(C)(C)C)=O)=O